COC(=O)C1=NC=C(C=N1)OCC1=CC=CC=C1 5-(benzyloxy)pyrimidine-2-carboxylic acid methyl ester